ClC1=CC=C(OCC(=O)N2CCN(CC2)CC2=NC3=CC=CC=C3C(N2C2=C(C=CC(=C2)C(CN2CC(C2)O)=O)OC(C)C)=O)C=C1 2-((4-(2-(4-chlorophenoxy)acetyl)piperazin-1-yl)methyl)-3-(5-(2-(3-hydroxyazetidin-1-yl)acetyl)-2-isopropoxyphenyl)quinazolin-4(3H)-one